tert-butyl N-((trans-3-(4-(7-bromoquinoxalin-2-yl)-3-cyclopropyl-pyrazol-1-yl)cyclobutyl)methyl)-N-tert-butoxycarbonyl-carbamate BrC1=CC=C2N=CC(=NC2=C1)C=1C(=NN(C1)[C@@H]1C[C@H](C1)CN(C(OC(C)(C)C)=O)C(=O)OC(C)(C)C)C1CC1